trimethyl-(2-vinylphenoxy)silane C[Si](OC1=C(C=CC=C1)C=C)(C)C